FC1(CC(C1)C1=NOC(=N1)C1(CCN(CC1)C(=O)[C@H]1N(CC2(CCC2)[C@@H](C1)O)C(=O)OC(C)(C)C)C(F)(F)F)F tert-butyl (7S,9R)-7-(4-(3-(3,3-difluorocyclobutyl)-1,2,4-oxadiazol-5-yl)-4-(trifluoromethyl)piperidine-1-carbonyl)-9-hydroxy-6-azaspiro[3.5]nonane-6-carboxylate